4,4'-oxalyldibenzoic acid C(C(=O)C1=CC=C(C(=O)O)C=C1)(=O)C1=CC=C(C(=O)O)C=C1